COC1=CC=C(CN(C=2C=CC(=NC2)C#N)C=2C=NN(C2)C2=NC=C(C=C2)C(F)(F)F)C=C1 5-((4-methoxybenzyl)(1-(5-(trifluoromethyl)pyridin-2-yl)-1H-pyrazol-4-yl)amino)picolinonitrile